ClC1=C(C=CC=C1)C1=NN=C(S1)NC(=O)C1=CC=C(C(O1)=O)O N-(5-(2-chlorophenyl)-1,3,4-thiadiazol-2-yl)-3-hydroxy-2-oxo-2H-pyran-6-carboxamide